[3-[(2R)-1-(4-methyl-4H-1,2,4-triazol-3-yl)propan-2-yl]phenyl]-6-(trifluoromethyl)pyridine-2-carboxamide CN1C(=NN=C1)C[C@@H](C)C=1C=C(C=CC1)C=1C(=NC(=CC1)C(F)(F)F)C(=O)N